rac-(5-aminopyridin-2-yl)(cyclopropyl)methanol NC=1C=CC(=NC1)[C@H](O)C1CC1 |r|